6-fluoro-2-thiouracil FC1=CC(NC(N1)=S)=O